CC1=NOC(=C1NC(=O)O[C@H](C)C1=CC=CC=C1)C1=CC=C(OC2CC(CC2)C(=O)O)C=C1 3-(4-(3-methyl-4-((((R)-1-phenylethoxy)carbonyl)amino)isoxazol-5-yl)phenoxy)cyclopentane-1-carboxylic acid